BrC=1NC2=CC=C(C=C2C1C(=O)OC)C1CCN(CC1)C(=O)OC(C)(C)C methyl 2-bromo-5-(1-(tert-butoxycarbonyl) piperidin-4-yl)-1H-indole-3-carboxylate